C12(CC(C1)C2)NC(CC=2C(NC1=NC=C(C=C1C2O)Br)=O)=O N-(bicyclo[1.1.1]pentan-1-yl)-2-(6-bromo-4-hydroxy-2-oxo-1,2-dihydro-1,8-naphthyridin-3-yl)acetamide